CN1C(C2=CC=CC=C2C1=O)=O methyl-1H-isoindole-1,3(2H)-dione